N-[4-[4-[6-chloro-4-(trifluoromethyl)-2-pyridyl]piperazin-1-yl]sulfonylphenyl]-3-hydroxy-benzamide ClC1=CC(=CC(=N1)N1CCN(CC1)S(=O)(=O)C1=CC=C(C=C1)NC(C1=CC(=CC=C1)O)=O)C(F)(F)F